C[Si](OCC)(OCC)CCCCCCC Methylheptyldiethoxysilane